1-((4r,6s)-6-((5-(1-(2,2-difluoroethyl)-4-fluoro-2-methyl-1H-benzo[d]imidazol-6-yl)-4-methoxypyrrolo[2,1-f][1,2,4]triazin-2-yl)amino)-1-azaspiro[3.3]heptan-1-yl)ethan-1-one FC(CN1C(=NC2=C1C=C(C=C2F)C=2C=CN1N=C(N=C(C12)OC)NC1CC2(CCN2C(C)=O)C1)C)F